C(CC)C1C(C(CC=C1)C(=O)O)C(=O)O 3-n-propyl-4-cyclohexene-1,2-dicarboxylic acid